ClC1=CC(=C(S1)C1CCN(CC1)C1=CC=C(C=C1)C1(CC1)C(=O)OC)NC(=O)O[C@H](C)C1=CC=CC=C1 methyl (R)-1-(4-(4-(5-chloro-3-(((1-phenylethoxy) carbonyl)amino)thiophen-2-yl)piperidin-1-yl)phenyl)cyclopropane-1-carboxylate